C1(CCCCC1)C(=O)NC=1SC2=C(N1)C=C(C=C2)C=2C=C(C(=O)NCC1=CC=C(C=C1)C)C=CC2 3-(2-(cyclohexanecarboxamido)benzo[d]thiazol-5-yl)-N-(4-methylbenzyl)benzamide